2-(6-ethoxynaphthalene-2-yl)benzaldehyde C(C)OC=1C=C2C=CC(=CC2=CC1)C1=C(C=O)C=CC=C1